N(=[N+]=[N-])[C@@H]1C[C@@H]([C@H](OC1SC1=CC=C(C=C1)C)CN(C(OCC1=CC=CC=C1)=O)C)OCC1=CC=CC=C1 benzyl (((2R,3S,5R)-5-azido-3-(benzyloxy)-6-(p-tolylthio)tetrahydro-2H-pyran-2-yl)methyl)(methyl)carbamate